FC=1C=C2C(=C(NC2=CC1)C)C=1CCNCC1 5-fluoro-2-methyl-3-(1,2,3,6-tetrahydropyridin-4-yl)-1H-indole